F[C@@H]1CC2=CC=3CCCC3C(=C2C1)NC(=O)NS(=O)(=NC(C1=CC=CC=C1)(C1=CC=CC=C1)C1=CC=CC=C1)C=1C=NN2C1OCC(C2)C N-({(R)-2-fluoro-1,2,3,5,6,7-hexahydro-s-indacen-4-yl}carbamoyl)-6-methyl-N'-trityl-6,7-dihydro-5H-pyrazolo[5,1-b][1,3]oxazine-3-sulfonimidamide